CC1=CC=2N(C=C1NC=1N=CC=3N4C(N(C3N1)C1CCOCC1)=NC(C=C4)=O)N=CN2 2-((7-methyl-[1,2,4]triazolo[1,5-a]pyridin-6-yl)amino)-10-(tetrahydro-2H-pyran-4-yl)pyrimido[2,1-f]purin-8(10H)-one